tert-butyl 4-[7-[[1-(2-hydroxyethyl) pyrazol-4-yl]amino]-1-methyl-2-oxo-4H-pyrimido[4,5-d]pyrimidin-3-yl]-4-methyl-2,3-dihydroquinoline-1-carboxylate OCCN1N=CC(=C1)NC1=NC=C2C(=N1)N(C(N(C2)C2(CCN(C1=CC=CC=C21)C(=O)OC(C)(C)C)C)=O)C